N1CCC(CC1)CCO 2-(4-piperidinyl)ethanol